5-(4-((1,4-dioxan-2-yl)methoxy)-3-fluorophenyl)-2-oxo-6-(trifluoromethyl)-1,2-dihydropyridine-3-carboxamide O1C(COCC1)COC1=C(C=C(C=C1)C=1C=C(C(NC1C(F)(F)F)=O)C(=O)N)F